2-(4-phenoxyphenyl)-8-(1-propynylpiperidin-4-yl)-5,6,7,8-tetrahydroimidazo[1,2-b]Pyridazine O(C1=CC=CC=C1)C1=CC=C(C=C1)C=1N=C2N(NCCC2C2CCN(CC2)C#CC)C1